1-(1,2,3,5,6,7-hexahydro-s-indacen-4-yl)-3-[(1-methyl-1H-pyrazol-4-yl)({[(2S)-oxolan-2-yl]methyl})sulfamoyl]urea, sodium salt [Na].C1CCC2=C(C=3CCCC3C=C12)NC(=O)NS(N(C[C@H]1OCCC1)C=1C=NN(C1)C)(=O)=O